CN1C(N(C2=NC(=NC=C12)NC1=C(C#N)C=CC=C1C(F)(F)F)C1CCOCC1)=O ((7-methyl-8-oxo-9-(tetrahydro-2H-pyran-4-yl)-8,9-dihydro-7H-purin-2-yl)amino)-3-(trifluoromethyl)benzonitrile